NC1=NC=2C=CC(=CC2C2=C1[C@H](OC2)C)C(=O)N(CC2=NC=C(C=C2)C(F)(F)F)[C@@H](C)C2CCOCC2 (3R)-4-amino-3-methyl-N-((1S)-1-(tetrahydro-2H-pyran-4-yl)ethyl)-N-((5-(trifluoromethyl)-2-pyridinyl)methyl)-1,3-dihydrofuro[3,4-c]quinoline-8-carboxamide